tert-butyl (S)-(4,4,4-trifluoro-1-oxobutan-2-yl)carbamate FC(C[C@@H](C=O)NC(OC(C)(C)C)=O)(F)F